4-ISOPROPYL-PYRROL-3-YLBORONIC ACID C(C)(C)C=1C(=CNC1)B(O)O